O1CCC(CC1)OC1=CC=C(C=N1)CN (6-((tetrahydro-2H-pyran-4-yl)oxy)pyridin-3-yl)Methylamine